tert-butyl (2S)-2-[(prop-2-yn-1-yloxy)methyl]pyrrolidine-1-carboxylate C(C#C)OC[C@H]1N(CCC1)C(=O)OC(C)(C)C